ethyl 2-(4-(tert-butyl) piperidin-1-yl)-4-chloro-6-methylpyrimidine-5-carboxylate C(C)(C)(C)C1CCN(CC1)C1=NC(=C(C(=N1)Cl)C(=O)OCC)C